O=C1NC(CCC1N1C(N(C2=C1C=CC(=C2)/C=C/OCCN2C[C@@H](OCC2)CNC([O-])=O)C)=O)=O [[(2S)-4-[2-[(E)-2-[1-(2,6-dioxo-3-piperidyl)-3-methyl-2-oxo-benzimidazol-5-yl] vinyloxy]ethyl]morpholin-2-yl]methyl]carbamate